N1CCC(CC1)CNC(OCCCC)=O butyl (piperidin-4-ylmethyl)carbamate